3-bromo-5-((4-methoxybenzyl)amino)isonicotinic acid BrC1=C(C(=O)O)C(=CN=C1)NCC1=CC=C(C=C1)OC